6-isopropyl-5-(8-methyl-[1,2,4]triazolo[1,5-a]pyridin-6-yl)-2-(piperidin-4-yl)-4H-pyrrolo[2,3-d]thiazole C(C)(C)C1=C(NC=2N=C(SC21)C2CCNCC2)C=2C=C(C=1N(C2)N=CN1)C